5,7-bis(trifluoromethyl)-4-hydroxyquinoline-3-carboxylic acid FC(C1=C2C(=C(C=NC2=CC(=C1)C(F)(F)F)C(=O)O)O)(F)F